3-isocyanatomethyl-5,5-dimethylcyclohexyl isocyanate N(=C=O)CC1CC(CC(C1)(C)C)N=C=O